CNC=1C=CC(=C2CNC(C12)=O)C1=CC=NC=C1 7-(methylamino)-4-(pyridin-4-yl)isoindolin-1-one